N-(3-((4-methylpiperazin-1-yl)methyl)-5-(trifluoromethyl)phenyl)indoline-6-carboxamide CN1CCN(CC1)CC=1C=C(C=C(C1)C(F)(F)F)NC(=O)C1=CC=C2CCNC2=C1